1-[3-(4-Chloro-2-methyl-2H-pyrazol-3-yl)-4-methoxy-phenyl]-3-(4-fluoro-phenyl)-urea ClC1=C(N(N=C1)C)C=1C=C(C=CC1OC)NC(=O)NC1=CC=C(C=C1)F